Cl.NC1CC2CCC(C1)N2C(=O)C2=CC(=C(S2)C2=C(C=CC=1C(=NOC12)C)F)C1=CC(=C(C#N)C=C1)F 4-(5-(3-amino-8-azabicyclo[3.2.1]octan-8-carbonyl)-2-(6-fluoro-3-methyl-benzo[d]isoxazol-7-yl)thiophen-3-yl)-2-fluoro-benzonitrile hydrochloride